ClC=1C(=NC(=NC1)NC)C1=CC=C2CN(C(C2=C1)=O)CC(=O)N[C@H](CO)C1=CC(=CC=C1)OC 2-{6-[5-chloro-2-(methylamino)pyrimidin-4-yl]-1-oxo-2,3-dihydro-1H-isoindol-2-yl}-N-[(1S)-2-hydroxy-1-(3-methoxyphenyl)ethyl]acetamide